6-(2-(3,4-Difluorophenyl)-5,6-dihydro-4H-pyrrolo[1,2-b]pyrazol-3-yl)-1-methyl-1H-benzo[d]imidazole FC=1C=C(C=CC1F)C=1C(=C2N(N1)CCC2)C=2C=CC1=C(N(C=N1)C)C2